C(#C)C=1C(=NC=CC1)C1=C(N)C=CC=C1 2-(3-ethynyl-pyridyl)aniline